4-(4-bromophenyl)tetrahydropyran BrC1=CC=C(C=C1)C1CCOCC1